N1N=CC=C1OC(=O)C=1C(=NN(C1)C)C 1H-pyrazol-5-yl-1,3-dimethyl-1H-pyrazol-4-carboxylat